3,7,11-trimethyl-tetratriacontane CC(CC)CCCC(CCCC(CCCCCCCCCCCCCCCCCCCCCCC)C)C